ClC1=CC=C(C(=N1)C)N[C@H](C)C=1C=C(C=C2C(C(=C(OC12)C1=C(N(N=C1)C)C(=O)N)C)=O)C 4-[8-[(1R)-1-[(6-chloro-2-methyl-3-pyridyl)amino]ethyl]-3,6-dimethyl-4-oxo-chromen-2-yl]-2-methyl-pyrazole-3-carboxamide